ClC1(CCl)CC=C(C=C1)Cl 1,4-dichlorobenzyl chloride